2-(2-(Benzyloxy)ethyl)-7-(2,3,4-trichloro-6-methoxyphenyl)imidazo[1,2-a]pyridine C(C1=CC=CC=C1)OCCC=1N=C2N(C=CC(=C2)C2=C(C(=C(C=C2OC)Cl)Cl)Cl)C1